2-tert-butyl-6-(3-tert-butyl-2-hydroxy-5-methylbenzyl)-4-methylphenol acrylate C(C=C)(=O)OC1=C(C=C(C=C1CC1=C(C(=CC(=C1)C)C(C)(C)C)O)C)C(C)(C)C